C(C#C)NC(=O)C1CCCCC1 N-(prop-2-yn-1-yl)cyclohexaneformamide